CC1=CC=C(C=C1)NC([C@H](N)C)=O N-(4-methylphenyl)-D-alaninamide